[C].C(C(C)(C)C)N[C@@H](CC(N)=O)C(=O)O Neopentyl-Asparagine carbon